S(CCC=C(C(=O)[O-])C)CCC=C(C(=O)[O-])C thiodi-2,1-ethanediyldimethacrylate